C[Si](OCCCC[Si](C)(C)C)(C)C trimethyl(4-(trimethylsilyl)butoxy)silane